5-(4-Methylpyridin-3-yl)-1H-pyrrolo[2,3-c]pyridin-2(3H)-one CC1=C(C=NC=C1)C=1C=C2C(=CN1)NC(C2)=O